C1(CC1)C1=NN(C(=C1C(F)(F)F)C(=O)NC1=CC(=NC=C1)C(=O)N)CC1C(CC1)(F)F 4-{3-cyclopropyl-1-[(2,2-difluorocyclobutyl)methyl]-4-(trifluoromethyl)-1H-pyrazole-5-amido}pyridine-2-carboxamide